C(C(=O)O)(=O)[O-].C(C(=O)O)(=O)O.B(O)(O)O.[Li+] lithium borate bisoxalate